NC=1C=NC=C(C1C1=CC(=C(C(=O)NC=2C=NC(=C(C2)Cl)N2N=CC=N2)C=C1F)Cl)C1=CCCC1 4-(3-amino-5-(cyclopent-1-en-1-yl)pyridin-4-yl)-2-chloro-N-(5-chloro-6-(2H-1,2,3-triazol-2-yl)pyridin-3-yl)-5-fluorobenzamide